(2-chloroethyl)[(3,4-dimethoxyphenyl)sulfamoyl]amine ClCCNS(NC1=CC(=C(C=C1)OC)OC)(=O)=O